FC(=C(C(=O)N)C(F)(F)F)F perfluoro-methacrylamide